C1(CC1)CNC1=NC(=NC(=N1)NC1=CC(=NC=C1)C(F)(F)F)C=1SC=C(N1)C(F)(F)F N2-(cyclopropylmethyl)-N4-(2-(trifluoromethyl)pyridin-4-yl)-6-(4-(trifluoromethyl)thiazol-2-yl)-1,3,5-triazine-2,4-diamine